N-(4-ethylphenyl)hydroxylamine C(C)C1=CC=C(C=C1)NO